CC1(OB(OC1(C)C)C1=CCC(CC1)CC(=O)OCC)C ethyl 2-(4-(4,4,5,5-tetramethyl-1,3,2-dioxaborolan-2-yl)cyclohex-3-en-1-yl)acetate